N-(5-((6-((S)-3-benzylisoxazolidine-2-yl)pyrimidine-4-yl)amino)-2-((1R,4R)-2-oxa-5-azabicyclo[2.2.1]heptane-5-yl)-4-methoxyphenyl)acrylamide C(C1=CC=CC=C1)[C@@H]1N(OCC1)C1=CC(=NC=N1)NC=1C(=CC(=C(C1)NC(C=C)=O)N1[C@H]2CO[C@@H](C1)C2)OC